[Ta].[Al].[Co].[Ni] Nickel-Cobalt-Aluminum-Tantalum